CS(=O)(=O)C1=CC=C(OCC2CN(CC2=O)C(=O)OC(C)(C)C)C=C1 tert-butyl 3-((4-(methylsulfonyl)phenoxy)methyl)-4-oxopyrrolidine-1-carboxylate